O1C=2N(C=C1)C=CC2 pyrrolo[2,1-b]oxazol